bromo-maleic acid diethyl ester C(C)OC(\C(=C/C(=O)OCC)\Br)=O